2'-chloro-N-(5-(5-(difluoromethyl)-6-methoxypicolinoyl)-5,6-dihydro-4H-pyrrolo[3,4-d]thiazol-2-yl)-5'-methoxy-6-methyl-[4,4'-bipyridine]-3-carboxamide ClC1=NC=C(C(=C1)C1=C(C=NC(=C1)C)C(=O)NC=1SC2=C(N1)CN(C2)C(C2=NC(=C(C=C2)C(F)F)OC)=O)OC